imidazole-2-amidol N1C(=NC=C1)N